NC1=C2N=CN(C2=NC(=N1)Cl)[C@H]1[C@H]([C@@H]([C@H](O1)COC(C(=O)O)(C(=O)O)CC#N)O)F 2-(((2R,3R,4S,5R)-5-(6-amino-2-chloro-9H-purin-9-yl)-4-fluoro-3-hydroxytetrahydrofuran-2-yl)methoxy)-2-(cyanomethyl)malonic acid